3-cyano-N-((1s,3s)-3-((5-(1-(2-hydroxyethyl)-1H-pyrazol-3-yl)-1H-pyrrolo[2,3-b]pyridin-4-yl)amino)cyclobutyl)benzenesulfonamide C(#N)C=1C=C(C=CC1)S(=O)(=O)NC1CC(C1)NC1=C2C(=NC=C1C1=NN(C=C1)CCO)NC=C2